7-phenyl-6,7-dihydro-5H-pyrrolo[1,2-b][1,2,4]triazole-2-thiol C1(=CC=CC=C1)C1CCN2N=C(N=C21)S